C(C)(=O)N1CCC(CC1)NC1=CC(=NC(=N1)SC(C)(C)C)C(=O)O 6-((1-acetylpiperidin-4-yl)amino)-2-(tert-butylsulfanyl)pyrimidine-4-carboxylic acid